[Si](C)(C)(C(C)(C)C)O[C@H]1[C@@H](O[C@@H]([C@H]1NC(C1=CC=CC=C1)(C1=CC=CC=C1)C1=CC=CC=C1)CO)N1C2=NC=NC(=C2N=C1)NC(C1=CC=CC=C1)=O N-(9-((2R,3R,4R,5S)-3-((tert-butyldimethylsilyl)oxy)-5-(hydroxymethyl)-4-(tritylamino)tetrahydrofuran-2-yl)-9H-purin-6-yl)benzamide